amino-7-cyclopropyl-1-(3,4-difluorophenyl)pyrido[2,3-d]pyrimidin-2(1H)-one NC=1C2=C(N(C(N1)=O)C1=CC(=C(C=C1)F)F)N=C(C=C2)C2CC2